C(C=C(C(=O)[O-])CC(=O)[O-])(=O)[O-] aconitic acid anion